NC1OC(CNC1)CC 6-amino-2-ethylmorpholine